NC(C(=O)NC(C(=O)N1CC2(C(CC1)=NN(C2=O)C2CC2)CC2=NC=CC=C2)COCC2=CC=CC=C2)(C)C 2-amino-N-[3-(benzyloxy)-1-[2-cyclopropyl-3-oxo-3a-(pyridin-2-ylmethyl)-4H,6H,7H-pyrazolo[4,3-c]pyridin-5-yl]-1-oxopropan-2-yl]-2-methylpropanamide